1-(4-(2-(7,8-dimethyl-[1,2,4]triazolo[1,5-a]pyridin-6-yl)-3-isopropyl-1H-indol-5-yl)piperidin-1-yl)-3-(pyrrolidin-1-yl)propan-1-one CC1=C(C=2N(C=C1C=1NC3=CC=C(C=C3C1C(C)C)C1CCN(CC1)C(CCN1CCCC1)=O)N=CN2)C